5-((2,4-difluorophenyl)sulfonyl)-1-(methyl-d3)-6-oxo-1,6-dihydropyridine FC1=C(C=CC(=C1)F)S(=O)(=O)C1=CC=CN(C1=O)C([2H])([2H])[2H]